C(C)(C)(C)[Si](C)(C)Cl tert-butyl-chloro-dimethylsilane